cis-methyl 2-((3-amino-5-methoxy-phenoxy)methyl)-2-fluorocyclopropanecarboxylate NC=1C=C(OC[C@]2([C@@H](C2)C(=O)OC)F)C=C(C1)OC